tert-butyl 5-{2-[1-(3-bromo-5-chlorophenyl)pyrazol-4-yl]propanamido}-3-cyclopropylpyrazole-1-carboxylate BrC=1C=C(C=C(C1)Cl)N1N=CC(=C1)C(C(=O)NC1=CC(=NN1C(=O)OC(C)(C)C)C1CC1)C